(8-chlorooctyl)oxirane diazacyclononen-4-yl-benzoate N1=NCC(CCCCC1)OC(C1=CC=CC=C1)=O.ClCCCCCCCCC1OC1